C(CCC(=O)OCC1=CC(OC)=C(O)C=C1)(=O)OCC1=CC(OC)=C(O)C=C1 divanillyl succinate